(7-((3aR,4R,6aR)-6-(((tert-butyldiphenylsilyl)oxy)methyl)-4-cyano-2,2-dimethyltetrahydrofurano[3,4-d][1,3]dioxol-4-yl)pyrrolo[2,1-f][1,2,4]triazin-4-yl)carbamic acid pentyl ester C(CCCC)OC(NC1=NC=NN2C1=CC=C2[C@@]2(OC([C@H]1OC(O[C@H]12)(C)C)CO[Si](C1=CC=CC=C1)(C1=CC=CC=C1)C(C)(C)C)C#N)=O